FC(C=1C=C(C=C(C1)OC)NC1=NC=C(C(=N1)NC=1C=CC2=C(NC(O2)=O)C1)C)F 5-(2-(3-(difluoromethyl)-5-methoxyphenylamino)-5-methylpyrimidin-4-ylamino)benzo[d]oxazol-2(3H)-one